4-[4-(2-{5-chloro-2-oxo-1,2-dihydrospiro[indole-3,4'-piperidin]-1'-yl}ethoxy)-2-fluorobenzoyl]-1lambda6-thiomorpholine-1,1-dione ClC=1C=C2C(=CC1)NC(C21CCN(CC1)CCOC1=CC(=C(C(=O)N2CCS(CC2)(=O)=O)C=C1)F)=O